C1(CC1)C(C)C=1C(=C2CCCC2=CC1)NC(=O)NS(=O)(=N)C=1OC=C(C1)C(C([2H])([2H])[2H])(C([2H])([2H])[2H])O N-((5-(1-cyclopropylethyl)-2,3-dihydro-1H-inden-4-yl)carbamoyl)-4-(2-hydroxypropan-2-yl-1,1,1,3,3,3-d6)furan-2-sulfonimidamide